CN(C)CC=1C=C(C=C(C1)CCCCCC\C=C/C\C=C/CCCCCCCC(=O)[O-])CCCCCC\C=C/C\C=C/CCCCCCCC(=O)[O-] (9Z,9'Z,12Z,12'Z)-(5-((dimethylamino)methyl)-1,3-phenylene)bis(methylene)bis(octadeca-9,12-dienoate)